1-(5-(2-(3,4-dimethoxyphenyl)-3-isopropyl-1H-indole-5-carbonyl)hexahydropyrrolo[3,4-c]pyrrol-2(1H)-yl)-2-(methylamino)ethanone COC=1C=C(C=CC1OC)C=1NC2=CC=C(C=C2C1C(C)C)C(=O)N1CC2C(C1)CN(C2)C(CNC)=O